Dimethyl (((cis-3-(2-amino-6-methoxy-9H-purin-9-yl)cyclobutyl) methoxy) (4-bromophenoxy) phosphoryl)-L-aspartate NC1=NC(=C2N=CN(C2=N1)[C@H]1C[C@H](C1)COP(=O)(OC1=CC=C(C=C1)Br)N[C@@H](CC(=O)OC)C(=O)OC)OC